C(C)(C)OC=1C=CC2=C(N(C(NC2)=O)C2=CC=C(C=C2)OC([2H])([2H])[2H])N1 7-isopropoxy-1-(4-(methoxy-d3)phenyl)-3,4-dihydropyrido[2,3-d]pyrimidin-2(1H)-one